tert-butyl (4-fluorobutyl)(methyl)carbamate FCCCCN(C(OC(C)(C)C)=O)C